(5-(4-((4-(1H-pyrazol-4-yl)phenyl)amino)pyrimidin-2-yl)isoindolin-2-yl)(tetrahydro-2H-pyran-4-yl)methanone N1N=CC(=C1)C1=CC=C(C=C1)NC1=NC(=NC=C1)C=1C=C2CN(CC2=CC1)C(=O)C1CCOCC1